COC1=CC=C(CN(S(=O)(=O)C=2SC=CC2)S(=O)(=O)C2=CC=CC=C2)C=C1 N-(4-methoxybenzyl)-N-benzenesulfonylthiophene-2-sulfonamide